N-acetoxy-5-((1R)-((tert-butylsulfinyl)amino)(phenyl)methyl)thiophene-3-carboxamidine C(C)(=O)ONC(=N)C1=CSC(=C1)[C@@H](C1=CC=CC=C1)NS(=O)C(C)(C)C